FC(C(=O)O)(F)F.CN1C(N(C2=C1C=C(C=C2)CC2CCNCC2)C2C(NC(CC2)=O)=O)=O 3-[3-methyl-2-oxo-5-(piperidin-4-ylmethyl)-1,3-benzodiazol-1-yl]piperidine-2,6-dione trifluoroacetate